FC(C(=O)O)(F)F.FC=1C=C(C=C(C1)C=1C=NN(C1)C1=COC=C1)CN (3-fluoro-5-(1-(furan-3-yl)-1H-pyrazol-4-yl)phenyl)methanamine, trifluoroacetate salt